2-((2-ethylthiazol-5-yl)methyl)-6-(2-isobutoxypyrimidin-5-yl)pyridazine-3(2H)-one C(C)C=1SC(=CN1)CN1N=C(C=CC1=O)C=1C=NC(=NC1)OCC(C)C